O=C1NC(CCC1NC1=CC=C(C=C1)C1CCN(CC1)CC1=CC=C(C=C1)C=1C=C2C(=NC=NN2C1)C=1C(=C(C=C(C1)F)NC(C1=CC=C(C=C1)C(C)(C)O)=O)C)=O N-[3-[6-[4-[[4-[4-[(2,6-dioxo-3-piperidyl)amino]phenyl]-1-piperidyl]methyl]phenyl]pyrrolo[2,1-f][1,2,4]triazin-4-yl]-5-fluoro-2-methyl-phenyl]-4-(1-hydroxy-1-methyl-ethyl)benzamide